2-butyl-2-methyloctyl [1,1'-biphenyl]-4-carboxylate C1(=CC=C(C=C1)C(=O)OCC(CCCCCC)(C)CCCC)C1=CC=CC=C1